(1S,2R)-2-{[(2-{6-Cyclopropyl-4-[4-fluoro-2-(4-methyl-1,2,4-triazol-3-yl)phenyl]pyridin-2-yl}-7-(trifluoromethyl)-1,3-benzoxazol-5-yl)methyl]amino}cyclopentan-1-ol C1(CC1)C1=CC(=CC(=N1)C=1OC2=C(N1)C=C(C=C2C(F)(F)F)CN[C@H]2[C@H](CCC2)O)C2=C(C=C(C=C2)F)C2=NN=CN2C